propargylglycine, azide NC(CC#C)C(=O)N=[N+]=[N-]